9-Phenanthreneamide C1=CC=CC=2C3=CC=CC=C3C(=CC12)C(=O)N